ClC1=C(C=CC(=C1NC=1C(=C2C(N(C=NC2=CC1)C)=O)C)F)C(CCF)S(=O)(=O)N (2-chloro-3-((3,5-dimethyl-4-oxo-3,4-dihydroquinazolin-6-yl)amino)-4-fluorophenyl)-3-fluoropropane-1-sulfonamide